trifluoromethyl-4'-fluoroacetophenone FC(F)(F)CC(=O)C1=CC=C(C=C1)F